C(C1=CC=C(C(=O)O)C=C1)(=O)O.C1CCCO1 TETRAMETHYLENE ETHER TEREPHTHALATE